CN1CCN(CC1)C1=C(C=C(C=C1)[N+](=O)[O-])OCCC1=CC=CC=C1 1-methyl-4-(4-nitro-2-phenethoxyphenyl)piperazine